ClC=1C=C(C=CC1Cl)N1CC2=CC=C(C=C2CC1)C1=NC(=NO1)C N-(3,4-Dichlorophenyl)-6-(3-methyl-1,2,4-oxadiazol-5-yl)-3,4-dihydroisoquinoline